3-(2-amino-6-(1-(3-(2-hydroxypropan-2-yl)benzyl)-2-oxo-1,2-dihydropyridin-4-yl)pyrimidin-4-yl)-2-methylbenzonitrile NC1=NC(=CC(=N1)C=1C(=C(C#N)C=CC1)C)C1=CC(N(C=C1)CC1=CC(=CC=C1)C(C)(C)O)=O